CNC=1N=C(C2=C(N1)C(=NC(=N2)NC)NCCC)NCC(C(F)(F)F)O 3-(2,6-bis-methylamino-8-propylamino-pyrimido[5,4-d]pyrimidin-4-ylamino)-1,1,1-trifluoro-propan-2-ol